6-Chloro-1-[4-[(dimethyl-amino)methyl]-2-isopropyl-3-pyridyl]-4-[(2S,5R)-2,5-dimethyl-4-prop-2-enoyl-piperazin-1-yl]-7-(2-fluoro-phenyl)pyrido[2,3-d]pyrimidin-2-one ClC1=CC2=C(N(C(N=C2N2[C@H](CN([C@@H](C2)C)C(C=C)=O)C)=O)C=2C(=NC=CC2CN(C)C)C(C)C)N=C1C1=C(C=CC=C1)F